Br.COC=1C=C(CN)C=CC1 3-methoxybenzyl-amine hydrobromide